N-(5-(2-Methoxy-6-(trifluoromethyl)nicotinoyl)-5,6-dihydro-4H-pyrrolo[3,4-d]thiazol-2-yl)-4-(6-methoxyimidazo[1,5-a]pyridin-7-yl)-6-methyl-nicotinamide COC1=C(C(=O)N2CC=3N=C(SC3C2)NC(C2=CN=C(C=C2C2=CC=3N(C=C2OC)C=NC3)C)=O)C=CC(=N1)C(F)(F)F